FC1CN(C1)C(CN1C(N(C2=NC=C(C=C21)C2=CC(=C(C=C2)F)C)C)=O)=O 1-[2-(3-Fluoroazetidin-1-yl)-2-oxo-ethyl]-6-(4-fluoro-3-methyl-phenyl)-3-methyl-imidazo[4,5-b]pyridin-2-one